FC1COC2(C1F)CCC(CC2)=NO 3,4-difluoro-1-oxaspiro[4.5]decan-8-one oxime